The molecule is the arenesulfonic acid that is toluene-2-sulfonic acid bearing a nitro substituent at C-4. It is an arenesulfonic acid and a C-nitro compound. CC1=C(C=C(C=C1)[N+](=O)[O-])S(=O)(=O)O